tert-butyl (1-(((3-((7-bromo-6-chloro-8-fluoro-4-hydroxy-2-(methylthio)quinazolin-5-yl)oxy)propyl)amino)methyl)cyclobutyl)carbamate BrC1=C(C(=C2C(=NC(=NC2=C1F)SC)O)OCCCNCC1(CCC1)NC(OC(C)(C)C)=O)Cl